ClC=1C=C(C2=C(NC(=N2)C(=O)N2[C@@H](C=3C=CC=NC3CC2)C)C1C)F (R)-(6-Chloro-4-fluoro-7-methyl-1H-benzo[d]imidazol-2-yl)(5-methyl-7,8-dihydro-1,6-naphthyridin-6(5H)-yl)methanone